2-(bromomethyl)-6-vinylpyridine BrCC1=NC(=CC=C1)C=C